C(C1=CC=CC=C1)OS(=O)(=O)C1=NC=2CCNCC2C=C1 benzyl-5,6,7,8-tetrahydro-1,6-naphthyridine-2-sulfonate